7-(methylamino)-5-azaspiro[2.4]heptan-5-yl-pyrazine-2-carboxamide ({[(Benzoyloxy)methoxy](prop-2-en-1-yl)phosphoryl}oxy)methyl-benzoate Diethyl-(prop-2-en-1-yl)phosphonate C(C)OP(OCC)(=O)CC=C.C(C1=CC=CC=C1)(=O)OCOP(=O)(CC=C)OCOC(C1=CC=CC=C1)=O.CNC1CN(CC12CC2)C=2C(=NC=CN2)C(=O)N